N(C1=CC=CC=C1)CC(=O)[O-] aniline-acetate